BrC1=C(C(=C(C=C1OC)OC)Br)C1=CC2=C(N=C(N=C2)NC(C)C)N(C1=O)C1CCN(CC1)C(\C=C\CN(C)C)=O (E)-6-(2,6-dibromo-3,5-dimethoxyphenyl)-8-(1-(4-(dimethylamino)-but-2-enoyl)piperidin-4-yl)-2-(isopropylamino)pyrido[2,3-d]pyrimidin-7(8H)-one